CCCCC/C=C\\C/C=C\\C=C\\[C@H](C/C=C\\CCCC(=O)[O-])O The molecule is an icosanoid anion that is the conjugate base of 8(S)-HETE, obtained by deprotonation of the carboxy group; major species at pH 7.3. It is an icosanoid anion, a long-chain fatty acid anion, a polyunsaturated fatty acid anion, a hydroxy fatty acid anion and a HETE anion. It is a conjugate base of an 8(S)-HETE.